6-bromo-4-chloro-5-fluoroquinazoline BrC=1C(=C2C(=NC=NC2=CC1)Cl)F